C(C)OCCOC1=CC=C(C=C)C=C1 4-(ethoxyethoxy)styrene